(S)-2-((4-(6-((4-cyano-2-fluorobenzyl)oxy)pyridin-2-yl)-5,6-dihydro-1,2,4-triazin-1(4H)-yl)methyl)-4-ethyl-1-(oxetan-2-ylmethyl)-1H-benzo[d]imidazole C(#N)C1=CC(=C(COC2=CC=CC(=N2)N2C=NN(CC2)CC2=NC3=C(N2C[C@H]2OCC2)C=CC=C3CC)C=C1)F